COC(C1=C(C(=CC=C1C)NCC1=CC(=CC=C1)NC(=O)OC(C)(C)C)F)=O.C(C)(C)C=1C(=CSC1)C1=C(CCC(C1)(C)C)CN1CCN(CC1)C1=CC=C(C(=O)N)C=C1 4-(4-((2-(4-isopropylthiophen-3-yl)-4,4-dimethylcyclohex-1-en-1-yl)methyl)piperazin-1-yl)benzamide methyl-3-((3-((tert-butoxycarbonyl)amino)benzyl)amino)-2-fluoro-6-methylbenzoate